ClC=1C=C(C=CC1)C1=CC(=NC=N1)C(=O)N1CCC2=CC=CC=C12 [6-(3-Chloro-phenyl)-pyrimidin-4-yl]-(2,3-dihydro-indol-1-yl)-methanone